NC=1C=2N(C3=CC(=C(C=C3N1)Cl)C(=O)N(C1COCC3=CC(=CC=C13)C(F)(F)F)C)C=NC2 4-amino-7-chloro-N-methyl-N-(7-(trifluoromethyl)isochroman-4-yl)imidazo[1,5-a]quinoxaline-8-carboxamide